pentafluorosulfanolate FS([O-])(F)(F)(F)F